3-[6-[4-(dimethoxymethyl)-1-piperidyl]pyrimidin-4-yl]-5-(1-methylcyclopropoxy)-1H-indazole COC(C1CCN(CC1)C1=CC(=NC=N1)C1=NNC2=CC=C(C=C12)OC1(CC1)C)OC